ammonium n-decanoate C(CCCCCCCCC)(=O)[O-].[NH4+]